C(CCCCCCC(=O)OCCl)(=O)OC(C)(C)C 1-(tert-butyl) 8-(chloromethyl) octanedioate